(R)-2-(5-fluorobenzo[b]thiophene-2-carboxamido)-3-phenylpropanoic acid FC1=CC2=C(SC(=C2)C(=O)N[C@@H](C(=O)O)CC2=CC=CC=C2)C=C1